N,N,N'',N''-tetra(2-hydroxypropyl)diethylenetriamine OC(CN(CCNCCN(CC(C)O)CC(C)O)CC(C)O)C